4-((3-Methoxyisoquinolin-5-yl)amino)piperidine-1-carboxylic acid tert-butyl ester C(C)(C)(C)OC(=O)N1CCC(CC1)NC1=C2C=C(N=CC2=CC=C1)OC